2-(4-(4-(2-(5-amino-8-(furan-2-yl)-2-oxothiazolo[5,4-e][1,2,4]triazolo[1,5-c]pyrimidin-3(2H)-yl)ethyl)piperazin-1-yl)-3-fluorophenoxy)-N-methyl-N-(2-(methylamino)ethyl)acetamide NC1=NC2=C(C=3N1N=C(N3)C=3OC=CC3)SC(N2CCN2CCN(CC2)C2=C(C=C(OCC(=O)N(CCNC)C)C=C2)F)=O